C(C)OC1OC2=C(O1)C(=CC(=C2)C(=O)OC)O Methyl 2-ethoxy-7-hydroxybenzo[d][1,3]dioxole-5-carboxylate